C1(CC1)C=1N(C=C(N1)C=1C=C(C(=NC1)N)OC(F)F)C12CC(C1)(C2)N2CCOCC2 5-(2-cyclopropyl-1-(3-morpholinobicyclo-[1.1.1]pentan-1-yl)-1H-imidazol-4-yl)-3-(difluoromethoxy)-pyridin-2-amine